C(CCCCCCCC=CCCCC)=O tetradec-9-enal